[Co]=[Se] Cobalt(II) Selenide